NC=1N=NC(=CC1C=1C=NN(C1)[C@H]1C(CN(CC1)C1CCC(CC1)C1=CC=CC=2N(CCOC21)[C@H]2C(NC(CC2)=O)=O)(F)F)C2=C(C=CC=C2)O (3R)-3-[8-[4-[(4R)-4-[4-[3-amino-6-(2-hydroxyphenyl)pyridazin-4-yl]pyrazol-1-yl]-3,3-difluoro-1-piperidyl]cyclohexyl]-2,3-dihydro-1,4-benzoxazin-4-yl]piperidine-2,6-dione